6-(furan-2-yl)-2-(methylsulfanyl)pyrimidin-4-amine O1C(=CC=C1)C1=CC(=NC(=N1)SC)N